C(CCC)[Si](C1=CC=C(C=C1)P(N(P(C1=CC=CC=C1)C1=C(C=CC=C1)OC)C1CCCCC1)C1=CC=C(C=C1)[Si](CCCC)(CCCC)CCCC)(CCCC)CCCC N-(bis(4-(tributylsilyl)phenyl)phosphaneyl)-N-cyclohexyl-1-(2-methoxyphenyl)-1-phenylphosphanamine